ClC1=CC=C(C=N1)CNC1=NC=CC=C1[N+](=O)[O-] N-[(6-chloropyridin-3-yl)methyl]-3-nitro-pyridin-2-amine